OC1=C(C=O)C(=CC=C1)OC[C@H]1N(CCCC1)C(C1=NC=CC=C1CCO)=O (S)-2-hydroxy-6-((1-(3-(2-hydroxyethyl)picolinoyl)-piperidin-2-yl)methoxy)-benzaldehyde